C1C(CC12CNCC2)NC(=O)C2=NOC(=N2)C(C)(C)C N-(6-azaspiro[3.4]oct-2-yl)-5-tert-butyl-1,2,4-oxadiazole-3-carboxamide